C(CC)N1C=2N(C=3N=C(NC3C1=O)C=1C=NN(C1)CC1=NC=CC=C1)C=CN2 5-propyl-2-[1-(2-pyridylmethyl)pyrazol-4-yl]-3H-imidazo[2,1-b]purin-4-one